C(=O)OC(C1=CC=CC=C1)CCCC Butylbenzyl formate